2-(8-methoxy-[1,2,4]triazolo[1,5-a]pyridin-6-yl)-5-(1-((3ar,5s,6as)-2-(2-methoxyethyl)octahydrocyclopenta[c]pyrrol-5-yl)piperidin-4-yl)-3,7-dimethyl-3H-imidazo[4,5-b]pyridine COC=1C=2N(C=C(C1)C1=NC=3C(=NC(=CC3C)C3CCN(CC3)C3C[C@@H]4[C@@H](CN(C4)CCOC)C3)N1C)N=CN2